3-bromo-2-(trifluoromethyl)benzenesulfonyl chloride BrC=1C(=C(C=CC1)S(=O)(=O)Cl)C(F)(F)F